C(C)(C)N1N=CC=C1B(O)O (1-isopropyl-1H-pyrazol-5-yl)-boronic acid